7-(8-chloro-3-((3,3-dimethyl-1-oxo-1,3-dihydroisoBenzofuran-5-yl)amino)-7-fluoroisoquinolin-6-yl)-8-methyl-2,3-dihydro-1H-pyrido[2,3-b][1,4]oxazine-1-carboxylate ClC=1C(=C(C=C2C=C(N=CC12)NC=1C=C2C(OC(C2=CC1)=O)(C)C)C1=C(C2=C(OCCN2C(=O)[O-])N=C1)C)F